6-(2-hydroxy-propan-2-yl)nicotinic acid methyl ester COC(C1=CN=C(C=C1)C(C)(C)O)=O